Phosphoethanolamine P(=O)(O)(O)OCCN